[Ni](Br)Br.N1=C(C=CC=C1)C1=NC=CC=C1 (2,2'-bipyridine) nickel dibromide